N-(3-fluoro-2-methylphenyl)-4-({[3-(2-methoxyethoxy)pyridin-4-yl]methyl}amino)-2-oxo-1,2,5,6-tetrahydropyridine-3-carbothioamide FC=1C(=C(C=CC1)NC(=S)C=1C(NCCC1NCC1=C(C=NC=C1)OCCOC)=O)C